COOC1=C(C(=C(C(=C1OC)C)C)C)C dimethoxytetramethyl-phenol